ClC1=C(C(=CC=C1)OC)N1CCNCC1 1-(2-chloro-6-methoxyphenyl)piperazine